C(C)(C)(C)C=1C=C(C=C(C1)O)NC(=O)C=1N=NN(C1C)C1=C(C=CC(=C1)OC)OC (3-(tert-butyl)-5-hydroxyphenyl)-1-(2,5-dimethoxyphenyl)-5-methyl-1H-1,2,3-triazole-4-carboxamide